C(C)OP(=O)(OCC)C(C(=O)OC)CC(=O)OC1(CCC1)C1=CC(=CC(=C1)Cl)Cl 4-(1-(3,5-dichlorophenyl)cyclobutyl) 1-methyl 2-(diethoxyphosphoryl)succinate